6-chloro-N-[5-(3,3-difluoropropyl)-4,6-dimethoxy-pyrimidin-2-yl]-7-(triazol-2-yl)-1H-indole-3-sulfonamide ClC1=CC=C2C(=CNC2=C1N1N=CC=N1)S(=O)(=O)NC1=NC(=C(C(=N1)OC)CCC(F)F)OC